O1CCC(=CC1)C=1C2=C(C(=NC1)OC)N=C(S2)NC(NC2=CC=C(C=C2)N2C(CCC2)=O)=O 3-[7-(3,6-dihydro-2H-pyran-4-yl)-4-methoxy-[1,3]thiazolo[4,5-c]pyridin-2-yl]-1-[4-(2-oxopyrrolidin-1-yl)phenyl]urea